2-(5-(cyclopropylmethyl)-3-(3-((5-(difluoromethyl)thiophen-2-yl)ethynyl)phenyl)-4-(3-fluoro-4-sulfamoylbenzyl)-1H-pyrazol-1-yl)thiazole-4-carboxylic acid C1(CC1)CC1=C(C(=NN1C=1SC=C(N1)C(=O)O)C1=CC(=CC=C1)C#CC=1SC(=CC1)C(F)F)CC1=CC(=C(C=C1)S(N)(=O)=O)F